C(C)(=O)N1CCC(CC1)N1CC2N(C[C@H](C1=O)CC(C)C)C(C1(ON2)CCC1)=O (7'R)-9'-(1-acetylpiperidin-4-yl)-7'-isobutyl-4',8'-dioxohexahydro-1'H,4'H-spiro[cyclobutane-1,3'-[1,2,4]oxadiazino[4,3-a][1,4]diazepin]